P(=O)(O)(O)O[C@H]1[C@H]([C@@](O[C@@H]1CO)(N1C(=O)N=C(N)C=C1)F)O fluorocytidine-3'-phosphate